4,4'-diisothiocyanatobenzophenone N(=C=S)C1=CC=C(C(=O)C2=CC=C(C=C2)N=C=S)C=C1